ClC1=CC=C(C=C1)C1=CC(=NC=C1OCC1CC1)C(=O)N[C@@H]1[C@@H](CCCC1)O 4-(4-chlorophenyl)-5-(cyclopropylmethoxy)-N-[(1s,2r)-2-hydroxycyclohexyl]pyridine-2-carboxamide